(R)-8-(6-Chlorobenzo[d]thiazol-2-yl)-9-oxooctahydro-2H-pyrazino[1,2-a]pyrazin ClC1=CC2=C(N=C(S2)N2C([C@@H]3N(CCNC3)CC2)=O)C=C1